3-(((tert-butyldimethylsilyl)oxy)methyl)tetrahydro-1H-pyrrolizin [Si](C)(C)(C(C)(C)C)OCC1CCC2=CCCN12